tert-butyl (1R,3s,5S)-3-((5-(2-(methoxymethoxy)-4-(1-methyl-2-oxo-1,2-dihydropyridin-4-yl)phenyl)-1,3,4-thiadiazol-2-yl)(methyl)amino)-9-azabicyclo[3.3.1]nonane-9-carboxylate COCOC1=C(C=CC(=C1)C1=CC(N(C=C1)C)=O)C1=NN=C(S1)N(C1C[C@H]2CCC[C@@H](C1)N2C(=O)OC(C)(C)C)C